C(#C)C=1C=NN(C1C(F)(F)F)C1=C2C=CN=C(C2=CC=C1)OC 5-(4-ethynyl-5-(trifluoromethyl)-1H-pyrazol-1-yl)-1-methoxyisoquinoline